Sodium [(1,2,3,5,6,7-hexahydro-s-indacen-4-yl)carbamoyl][(1-methyl-1H-pyrazol-4-yl)[(oxan-2-yl)methyl]sulfamoyl]azanide C1CCC2=C(C=3CCCC3C=C12)NC(=O)[N-]S(N(CC1OCCCC1)C=1C=NN(C1)C)(=O)=O.[Na+]